(2S,3S,4R,5R)-N-ethyl-3,4-dihydroxyl-5-(2-(5-methylpyridin-3-yl)-6-(((4-methylpyridin-2-yl)methyl)amino)-9H-purin-9-yl)-tetrahydrofuran-2-formamide C(C)NC(=O)[C@H]1O[C@H]([C@@H]([C@@H]1O)O)N1C2=NC(=NC(=C2N=C1)NCC1=NC=CC(=C1)C)C=1C=NC=C(C1)C